CC1=CC=C(C=C1)S(=O)(=O)O 1-methyl-4-benzenesulfonic acid